C(CC\C=C\CCCC\C=C/CCC)CC(=O)O.C(C)(=O)OCCCC=CCCCCC=CCCC 4,10-tetradecadien-1-yl acetate ((E,Z)-4,10-tetradecadien-1-yl acetate)